4-[[1-[2-(2,6-dioxo-3-piperidinyl)-4-fluoro-1-oxo-isoindolin-5-yl]-4-fluoro-4-piperidinyl]methyl]piperazine-1-carboxylic acid benzyl ester C(C1=CC=CC=C1)OC(=O)N1CCN(CC1)CC1(CCN(CC1)C=1C(=C2CN(C(C2=CC1)=O)C1C(NC(CC1)=O)=O)F)F